2-((2S,6R)-2,6-dimethylpiperazin-1-yl)-N-(4-(2,4-dioxo-tetrahydropyrimidin-1(2H)-yl)pyridin-2-yl)acetamide C[C@@H]1N([C@@H](CNC1)C)CC(=O)NC1=NC=CC(=C1)N1C(NC(CC1)=O)=O